N1N=CC2=CC(=CC=C12)NC(=O)C1=NC2=CC(=C(C=C2N(C1=O)C[C@@H]([C@@H]([C@@H](CO)O)O)O)C)C N-(1H-indazol-5-yl)-6,7-dimethyl-3-oxo-4-((2S,3S,4R)-2,3,4,5-tetrahydroxypentyl)-3,4-dihydroquinoxaline-2-carboxamide